2-(2,6-dioxopiperidin-3-yl)-5-(1-(6-methoxypyridin-2-yl)-1H-1,2,3-triazol-4-yl)isoindoline-1,3-dione O=C1NC(CCC1N1C(C2=CC=C(C=C2C1=O)C=1N=NN(C1)C1=NC(=CC=C1)OC)=O)=O